CNC1CCCC2=C1SC(=C2)C=2C=NN(C2)C N-methyl-2-(1-methyl-1H-pyrazol-4-yl)-4,5,6,7-tetrahydrobenzo[b]thiophen-7-amine